tert-butyl 9-(2-bromoethyl)-3-azaspiro[5.5]undecane-3-carboxylate BrCCC1CCC2(CCN(CC2)C(=O)OC(C)(C)C)CC1